The molecule is a monocarboxylic acid anion resulting from the removal of a proton from the carboxy group of (+)-artemisinic acid. The major species at pH 7.3. It is a conjugate base of a (+)-artemisinic acid. C[C@@H]1CC[C@H]([C@@H]2[C@H]1CCC(=C2)C)C(=C)C(=O)[O-]